(Z)-3-((4-((6-chloro-7-fluoro-1H-indol-3-yl)methylene)-2,5-dioxoimidazolidin-1-yl)methyl)benzonitrile ClC1=CC=C2C(=CNC2=C1F)\C=C\1/NC(N(C1=O)CC=1C=C(C#N)C=CC1)=O